2-chloro-4-(8-(4-(4-(1-(2-(2,6-dioxopiperidin-3-yl)-1,3-dioxoisoindolin-5-yl)piperidin-4-yl)-1,4-diazepane-1-carbonyl)phenyl)-2,8-diazaspiro[4.5]decan-2-yl)benzonitrile ClC1=C(C#N)C=CC(=C1)N1CC2(CC1)CCN(CC2)C2=CC=C(C=C2)C(=O)N2CCN(CCC2)C2CCN(CC2)C=2C=C1C(N(C(C1=CC2)=O)C2C(NC(CC2)=O)=O)=O